2-(oxan-2-ylmethyl)-N-(3-sulfamoylphenyl)-7-(trifluoromethyl)indazole-3-carboxamide O1C(CCCC1)CN1N=C2C(=CC=CC2=C1C(=O)NC1=CC(=CC=C1)S(N)(=O)=O)C(F)(F)F